Cyclopropyl Boronate B(OC1CC1)[O-]